N=S(=O)(C1=CC=C(C=C1)NC1=NC=C(C(=N1)N1OCC[C@H]1C1=CC=CC=C1)C(F)(F)F)C imino(methyl)(4-((4-((S)-3-phenylisooxazolidin-2-yl)-5-(trifluoromethyl)pyrimidin-2-yl)amino)phenyl)-λ6-sulfanone